C(CC(O)(C(=O)[O-])CC(=O)[O-])(=O)[O-].[Na+].[Na+].[Na+] Trisodium Citrate